2-((1-(4,4-difluorocyclohexyl)-4-oxo-4,5-dihydro-1H-pyrazolo[3,4-d]pyrimidin-6-yl)thio)acetic acid FC1(CCC(CC1)N1N=CC2=C1N=C(NC2=O)SCC(=O)O)F